tert-butyl (S)-(1-(3-(5-bromopyridin-2-yl)pyrazin-2-yl)ethyl)carbamate BrC=1C=CC(=NC1)C=1C(=NC=CN1)[C@H](C)NC(OC(C)(C)C)=O